((1s,3s)-3-Hydroxy-3-methylcyclobutyl)(6-(2-methyl-3-(trifluoromethyl)benzyl)-2-azaspiro[3.3]heptan-2-yl)methanone OC1(CC(C1)C(=O)N1CC2(C1)CC(C2)CC2=C(C(=CC=C2)C(F)(F)F)C)C